N1=CC=C2N1CCCN2C=2C=NC=1CCN(CC1C2)C2=C(C=C(N=N2)C(=O)N2CCOCC2)C (6-(3-(6,7-dihydropyrazolo[1,5-a]pyrimidin-4(5H)-yl)-7,8-dihydro-1,6-naphthyridin-6(5H)-yl)-5-methylpyridazin-3-yl)(morpholino)methanone